CC=1C(=NC(=CN1)C)[C@H](CCN(C(OC(C)(C)C)=O)C)CC=O tert-butyl (R)-(3-(3,6-dimethylpyrazin-2-yl)-5-oxopentyl)(methyl)carbamate